ClC=1C=CC(=C(C1)[C@@H](N1C(C2=CC(=CC=C2C1)C1=CC=C(C=C1)N1CCC(CC1)N1CCNCC1)=O)C=1NC2=CC=CC=C2C1)O (R)-2-((5-chloro-2-hydroxyphenyl)(1H-indol-2-yl)methyl)-6-(4-(4-(piperazin-1-yl)piperidin-1-yl)phenyl)isoindolin-1-one